NCC1=CC(=C(C=C1)NC(=O)C1=CC2=C(OCCC3=C2SC=C3)C=C1C=1C(=NC(=CC1)C(NC1CCCCCCC1)=O)C(=O)OC)C methyl 3-(9-((4-(aminomethyl)-2-methylphenyl)carbamoyl)-4,5-dihydrobenzo[b]thieno[2,3-d]oxepin-8-yl)-6-(cyclooctylcarbamoyl)picolinate